CC(=CCOC=1C=CC(=C(OCC(=O)O)C1)C(\C=C\C1=CC=C(C=C1)C)=O)C 2-[5-(3-Methylbut-2-enoxy)-2-[(E)-3-(4-methylphenyl)prop-2-enoyl]phenoxy]acetic acid